2-cyclopropyl-N,N-dimethyl-3-(5-(4-(2-oxopyrrolidin-1-yl)phenyl)pyridin-3-yl)-1H-pyrrolo[2,3-b]pyridine-5-carboxamide C1(CC1)C1=C(C=2C(=NC=C(C2)C(=O)N(C)C)N1)C=1C=NC=C(C1)C1=CC=C(C=C1)N1C(CCC1)=O